N-(4-(N-(8-((2-(dimethylamino)ethyl)(methyl)amino)-5,6,7,8-tetrahydronaphthalen-2-yl)sulfamoyl)naphthalen-1-yl)-2-methylbenzamide CN(CCN(C1CCCC=2C=CC(=CC12)NS(=O)(=O)C1=CC=C(C2=CC=CC=C12)NC(C1=C(C=CC=C1)C)=O)C)C